(R)-2-methylpiperidine-1-carbonitrile C[C@H]1N(CCCC1)C#N